(E)-4-(METHYL-PHENYL-AMINO)-BUT-2-ENAL CN(C/C=C/C=O)C1=CC=CC=C1